2-(3-methylbuten-1-yl)naphthalene-1,4-dione CC(C=CC=1C(C2=CC=CC=C2C(C1)=O)=O)C